3-(4-ethynylpyrazol-1-yl)-N,N-dimethylpropan-1-amine C(#C)C=1C=NN(C1)CCCN(C)C